4-methoxy-1,2,2,6,6-pentamethylpiperidine COC1CC(N(C(C1)(C)C)C)(C)C